8'-(Benzyloxy)-3'H-spiro[cyclopropane-1,4'-pyrido[2,1-c][1,4]oxazin]-6'(1'H)-one C(C1=CC=CC=C1)OC=1C=C2COCC3(N2C(C1)=O)CC3